(2,3,5,6-tetrafluorophenyl)phosphonium borate B([O-])([O-])[O-].FC1=C(C(=C(C=C1F)F)F)[PH3+].FC1=C(C(=C(C=C1F)F)F)[PH3+].FC1=C(C(=C(C=C1F)F)F)[PH3+]